(3,7,11,15-tetramethylhexadecanoyl)glycerol CC(CC(=O)C(O)C(O)CO)CCCC(CCCC(CCCC(C)C)C)C